(3S)-3-aminopent-4-ynamide 2,2,2-trifluoroacetate FC(C(=O)O)(F)F.N[C@@H](CC(=O)N)C#C